FC1(CC(CC1)O)F 3,3-difluorocyclopentanol